rel-4-((1R,3R,4S,5R)-4-(3,4-difluoro-2-methoxyphenyl)-5-methyl-1-(trifluoromethyl)-2-oxabicyclo[3.2.0]heptane-3-carboxamido)phthalamide FC=1C(=C(C=CC1F)[C@H]1[C@@H](O[C@@]2(CC[C@]12C)C(F)(F)F)C(=O)NC=1C=C(C(C(=O)N)=CC1)C(=O)N)OC |o1:8,9,11,14|